4-(3-chloro-4-fluorophenyl)-5-phenylthiazol-2-amine ClC=1C=C(C=CC1F)C=1N=C(SC1C1=CC=CC=C1)N